acryloxypentyl-trifluorosilane C(C=C)(=O)OCCCCC[Si](F)(F)F